C(C=C)(=O)OCC(OCC(OCC(OCC(OCC(OCC(OCC(C)OC(CS)=O)C)C)C)C)C)C 2,5,8,11,14,17-hexamethyl-20-[(2-sulfanylacetyl)oxy]-3,6,9,12,15,18-hexaoxa-henicosan-1-yl prop-2-enoate